FC=1C=C(CC=2C=NN3C2N=C(N=C3C=3OC=CC3)N)C=CC1 8-(3-Fluorobenzyl)-4-(furan-2-yl)pyrazolo[1,5-a][1,3,5]triazin-2-amine